tert-butyl 8-{2-[4-(4-chlorophenyl)-5-(pyridin-4-yl)-1H-imidazol-1-yl]acetyl}-3,8-diazabicyclo[3.2.1]octane-3-carboxylate ClC1=CC=C(C=C1)C=1N=CN(C1C1=CC=NC=C1)CC(=O)N1C2CN(CC1CC2)C(=O)OC(C)(C)C